4-(1-(3-Chloro-2-methoxypyridin-4-yl)-1H-imidazol-4-yl)-N-(1-(methylsulfonyl)piperidin-4-yl)-5-(trifluoro-methyl)pyrimidin-2-amine ClC=1C(=NC=CC1N1C=NC(=C1)C1=NC(=NC=C1C(F)(F)F)NC1CCN(CC1)S(=O)(=O)C)OC